6-METHYL-1H-INDAZOLE-4-BORONIC ACID CC=1C=C(C=2C=NNC2C1)B(O)O